C1(CC1)C1=NN(C=C1C1=NC=CC=C1C1CCN(CC1)C(=O)OC(C)(C)C)[C@@H]1C[C@H](C1)COS(=O)(=O)C1=CC=C(C)C=C1 tert-butyl 4-(2-(3-cyclopropyl-1-(trans-3-((tosyloxy)methyl)cyclobutyl)-1H-pyrazol-4-yl)pyridin-3-yl)piperidine-1-carboxylate